CC1=NOC(=C1C=1C=NC=2CCN(CC2C1)C1=C(C=C2C(=N1)CNC2=O)C)C 2-(3-(3,5-dimethylisoxazol-4-yl)-7,8-dihydro-1,6-naphthyridin-6(5H)-yl)-3-methyl-6,7-dihydro-5H-pyrrolo[3,4-b]pyridin-5-one